Ethyl (2-(2-(4-amino-3-chlorophenyl)-7-oxo-1,7-dihydro-6H-pyrrolo[2,3-c]pyridin-6-yl)propanamido)glycinate NC1=C(C=C(C=C1)C1=CC2=C(C(N(C=C2)C(C(=O)NNCC(=O)OCC)C)=O)N1)Cl